CC1=CC(=NC(=N1)Cl)Cl 6-Methyl-2,4-dichloropyrimidine